(5S)-5-[[(R)-tert-butylsulfinyl]amino]-3-(difluoromethyl)spiro[5,7-dihydro-cyclopenta[b]pyridine-6,4'-piperidine]-1'-carboxylic acid tert-butyl ester C(C)(C)(C)OC(=O)N1CCC2(CC1)[C@@H](C=1C(=NC=C(C1)C(F)F)C2)N[S@](=O)C(C)(C)C